N-(1-bromonaphthalen-2-yl)propionamide BrC1=C(C=CC2=CC=CC=C12)NC(CC)=O